(1R,4aS,10aR)-7-isopropyl-1,4a-dimethyl-N'-(pyridine-2-yl)-1,2,3,4,4a,9,10,10a-octahydrophenanthrene-1-carbohydrazide C(C)(C)C1=CC=C2[C@]3(CCC[C@]([C@@H]3CCC2=C1)(C(=O)NNC1=NC=CC=C1)C)C